(7-(2-(4-(6-fluorobenzothiophen-4-yl)piperazin-1-yl)ethyl)-2-oxo-3,4-dihydroquinoline-1(2H)-yl)methyl undecyl carbonate C(OCN1C(CCC2=CC=C(C=C12)CCN1CCN(CC1)C1=CC(=CC2=C1C=CS2)F)=O)(OCCCCCCCCCCC)=O